5,6-dimethoxy-2-(4-piperidinylmethyl)-indan-1-one acetate C(C)(=O)O.COC=1C=C2CC(C(C2=CC1OC)=O)CC1CCNCC1